FC1=NC=CC(=C1)CN1C(=CC(=C1)SC(F)(F)F)C(=O)OC methyl 1-[(2-fluoropyridin-4-yl)methyl]-4-[(trifluoromethyl)sulfanyl]pyrrole-2-carboxylate